8,8-dimethyl-2-[1-methyl-3-(trifluoromethyl)-1H-pyrazole-5-carbonyl]-7-oxo-2-azaspiro[3.5]non-5-ene-6-carbonitrile CC1(C(C(=CC2(CN(C2)C(=O)C2=CC(=NN2C)C(F)(F)F)C1)C#N)=O)C